COCN1C=C(C=2C1=CN=C(C2)NC(C)=O)C2=NC(=CC1=C2OC[C@H](O1)C)SC (R)-N-(1-(methoxymethyl)-3-(2-methyl-7-(methylthio)-2,3-dihydro-[1,4]dioxino[2,3-c]pyridin-5-yl)-1H-pyrrolo[2,3-c]pyridin-5-yl)acetamide